N-((4S,5S)-3-((R)-1-cyanamido-3-hydroxypropyl)-7-ethyl-4-(4-fluorophenyl)-6-oxo-1-phenyl-4,5,6,7-tetrahydro-1H-pyrazolo[3,4-b]pyridin-5-yl)-3-(trifluoromethyl)benzamide N(C#N)[C@H](CCO)C1=NN(C=2N(C([C@H]([C@H](C21)C2=CC=C(C=C2)F)NC(C2=CC(=CC=C2)C(F)(F)F)=O)=O)CC)C2=CC=CC=C2